N-(4-(3-(dimethylamino)azetidin-1-yl)-2-methoxy-5-nitrophenyl)-4-(1H-indol-1-yl)pyrimidin-2-amine CN(C1CN(C1)C1=CC(=C(C=C1[N+](=O)[O-])NC1=NC=CC(=N1)N1C=CC2=CC=CC=C12)OC)C